tert-butyl (4-(3-nitrophenyl)but-3-yn-1-yl)carbamate [N+](=O)([O-])C=1C=C(C=CC1)C#CCCNC(OC(C)(C)C)=O